9-bromo-3-chloro-5-(2,6-difluorophenyl)-1-((2-(trimethylsilyl)ethoxy)methyl)-1,6-dihydrobenzo[d]pyrazolo[3,4-f][1,3]diazepine BrC1=CC2=C(NC(=NC3=C2N(N=C3Cl)COCC[Si](C)(C)C)C3=C(C=CC=C3F)F)C=C1